2-bromo-5-(6-(trifluoromethyl)pyridazin-3-yl)oxazoleN BrN1OC(C=C1)C=1N=NC(=CC1)C(F)(F)F